N-((2-(6-(([1,2,4]triazolo[4,3-a]pyridin-3-ylmethyl)amino)pyridin-2-yl)-1,6-naphthyridin-7-yl)methyl)-5-(methylsulfonyl)nicotinamide N=1N=C(N2C1C=CC=C2)CNC2=CC=CC(=N2)C2=NC1=CC(=NC=C1C=C2)CNC(C2=CN=CC(=C2)S(=O)(=O)C)=O